2-[(2S,4R)-1-[(2S)-2-[(1-fluorocyclopropanecarbonyl)amino]-3,3-dimethyl-butyryl]-4-hydroxy-pyrrolidin-2-yl]-N-(4-phenylbutyl)-1H-imidazole-4-carboxamide FC1(CC1)C(=O)N[C@H](C(=O)N1[C@@H](C[C@H](C1)O)C=1NC=C(N1)C(=O)NCCCCC1=CC=CC=C1)C(C)(C)C